C(CCCCCCC)SC1=NC(=NC(=N1)OC1=CC(=C(C(=C1)C(C)(C)C)O)C(C)(C)C)OC1=CC(=C(C(=C1)C(C)(C)C)O)C(C)(C)C 2-octylmercapto-4,6-bis(3,5-di-tert-butyl-4-hydroxyphenoxy)-1,3,5-triazine